CC1=C(C(=C(C=C1)B(F)C1=C(C(=C(C=C1)C)C)C)C)C di(trimethylphenyl)fluoroboron